2-chloro-N-(2-(methylamino)ethyl)-N-(1-(4-nitrophenyl)ethyl)acetamide hydrochloride Cl.ClCC(=O)N(C(C)C1=CC=C(C=C1)[N+](=O)[O-])CCNC